BrC(C(CNC(C1=CC=CC=C1)C1=CC=CC=C1)=O)(C)C 3-bromo-1-((benzhydryl)amino)-3-methyl-2-butanone